ClC=1C(N(C(=CC1OC([2H])([2H])C1=NC=C(C=C1F)F)C)C1=CC(=NC=C1C)C1=NC(=NC=C1)C(C)(C)O)=O (M)-3-Chloro-4-((3,5-difluoropyridin-2-yl)methoxy-d2)-2'-(2-(2-hydroxypropan-2-yl)pyrimidin-4-yl)-5',6-dimethyl-2H-[1,4'-bipyridin]-2-one